C(C)(=O)OC1=CC(=CC=2C(C3=CC=CC(=C3C(C12)=O)OC(C)=O)=O)C(=O)N1CCC(CC1)S(=O)(=O)C 3-(4-(methyl sulfonyl) piperidine-1-carbonyl)-9,10-dioxo-9,10-dihydroanthracene-1,8-diyl diacetate